N1C(CCC2=CC=CC=C12)C1=CC=C(C=C1)NS(=O)(=O)C N-(4-(1,2,3,4-tetrahydroquinolin-2-yl)phenyl)methanesulfonamide